C(C)(C)C1CCN(CC1)C=1N=CC(=NC1)NC1CCC(CC1)N N1-(5-(4-isopropylpiperidin-1-yl)pyrazin-2-yl)cyclohexane-1,4-diamine